5-(3-chlorophenyl)-N-((2-(2,6-dioxopiperidin-3-yl)-1-oxoisoindolin-5-yl)methyl)-4-methyl-1-phenyl-1H-pyrazole-3-carboxamide ClC=1C=C(C=CC1)C1=C(C(=NN1C1=CC=CC=C1)C(=O)NCC=1C=C2CN(C(C2=CC1)=O)C1C(NC(CC1)=O)=O)C